O1CCC(CC1)CN1C(C=CC1=O)=O 1-((tetrahydro-2H-pyran-4-yl)methyl)-1H-pyrrole-2,5-dione